Cl.C12CN(CC(CC1)N2)C=2C=1N(N=CC2)C=C(C1)Br 4-(3,8-diazabicyclo[3.2.1]octan-3-yl)-6-bromopyrrolo[1,2-b]pyridazine hydrochloride